2-[[4-[7-(4-fluoro-2-methoxy-phenyl)-4-methoxy-thiazolo[4,5-c]pyridin-6-yl]pyrazol-1-yl]methoxy]ethyl-trimethyl-silane FC1=CC(=C(C=C1)C=1C2=C(C(=NC1C=1C=NN(C1)COCC[Si](C)(C)C)OC)N=CS2)OC